1,2,2-Trimethoxypropan COCC(C)(OC)OC